C(N)(=O)[C@H]1N2C(N([C@H](CC1)C2)OS(=O)(=O)OCC(C(=O)OCC)(C)C)=O ethyl 3-(((((1R,2S,5R)-2-carbamoyl-7-oxo-1,6-diazabicyclo[3.2.1]octan-6-yl) oxy) sulfonyl) oxy)-2,2-dimethylpropionate